2-[(7-amino-1-oxo-4-{5H-pyrido[3,2-b]indol-8-yl}-2,3-dihydro-1H-isoindol-2-yl)methyl]prop-2-enenitrile NC=1C=CC(=C2CN(C(C12)=O)CC(C#N)=C)C1=CC=2C3=C(NC2C=C1)C=CC=N3